tert-Butyl methyl{[5-oxo-1-(tetrahydro-2H-pyran-2-yl-methyl)-4,5-dihydro-1H-pyrazol-3-yl]methyl}carbamate CN(C(OC(C)(C)C)=O)CC1=NN(C(C1)=O)CC1OCCCC1